N,N-bis(stearoyloxyethyl)-N-(2-hydroxyethyl)-N-methylammonium methylsulfate COS(=O)(=O)[O-].C(CCCCCCCCCCCCCCCCC)(=O)OCC[N+](C)(CCO)CCOC(CCCCCCCCCCCCCCCCC)=O